FC=1C=C(C(=O)O)C=C(C1)C(CC)(C1CCO1)O 3-fluoro-5-[1-hydroxy-1-(oxetan-4-yl)propyl]Benzoic acid